1-((2,4-Dimethoxyphenyl)sulfonyl)-4-Benzylpiperidine COC1=C(C=CC(=C1)OC)S(=O)(=O)N1CCC(CC1)CC1=CC=CC=C1